C(CCCCCCC\C=C/CCCCCCCC)(=O)OCC(OC(CCCCCCCCCCCCCCC)=O)CO 1-oleoyl-2-palmitoyl-glycerol